ClC1=C(C=C(C=C1)N1CC2=CC=CC(=C2CC1)C#N)C(F)(F)F N-(4-Chloro-3-(trifluoromethyl)phenyl)-5-cyano-3,4-dihydroisoquinoline